ClC=1C=C(SC1)C=1N=C(SC1N1CCN(CC1)C1CCCCC1)N 4-(4-Chlorothien-2-yl)-5-(4-cyclohexylpiperazin-1-yl)thiazole-2-amine